N1,N1-dimethyl-N4-[2-(1,2,3,4-tetrahydroisoquinolin-2-yl)phenyl]benzene-1,4-disulfonamide CN(S(=O)(=O)C1=CC=C(C=C1)S(=O)(=O)NC1=C(C=CC=C1)N1CC2=CC=CC=C2CC1)C